fluoro-bicyclo[4.4.0]decane FC12CCCCC2CCCC1